CN1CCC(CC1)C1=CNC=2C1=NC(=CC2)NC(=O)C2=COC=C2 N-[3-(1-methylpiperidin-4-yl)-1H-pyrrolo[3,2-b]pyridin-5-yl]furan-3-carboxamide